racemic-tert-butylsulfinamide C(C)(C)(C)[S@@](=O)N |r|